C(C1=CC=CC=C1)N1C[C@H](CC1)NC1=CC(=C(C=C1F)S(=O)(=O)N(C(OC(C)(C)C)=O)C=1N=CSC1)F tert-butyl (S)-((4-((1-benzylpyrrolidin-3-yl)amino)-2,5-difluorophenyl)sulfonyl)(thiazol-4-yl)carbamate